(R)-3-(7-(1-((6-(3-hydroxypyrrolidin-1-yl)pyridin-2-yl)methyl)-1H-1,2,3-triazol-4-yl)-3H-imidazo[4,5-b]pyridin-5-yl)-2-methylbenzonitrile O[C@H]1CN(CC1)C1=CC=CC(=N1)CN1N=NC(=C1)C1=C2C(=NC(=C1)C=1C(=C(C#N)C=CC1)C)NC=N2